OC(CC#N)(C)C 3-hydroxy-3-methylbutyronitrile